2-((2S,3S)-3-aminotetrahydro-2H-pyran-2-yl)-3-bromo-5-chloro-N-(2-fluorobenzyl)thieno[3,2-b]pyridin-7-amine N[C@@H]1[C@H](OCCC1)C1=C(C2=NC(=CC(=C2S1)NCC1=C(C=CC=C1)F)Cl)Br